(methylsulfinyl)-1H-indazol CS(=O)N1N=CC2=CC=CC=C12